C1(=CC=C(C=C1)/C=C/C(=O)N(CC1OCCC1)C1=NNC=C1)C (E)-3-(p-Tolyl)-N-(1H-pyrazol-3-yl)-N-(tetrahydrofuran-2-ylmethyl)prop-2-enamid